[Ca].[As] Arsenic-calcium